C(C)C=1C(=CC=C2C=C(C=C(C12)C1=C(C=C2C(=NC(=NC2=C1F)OC[C@]12CCCN2C[C@@H](C1)F)N1C[C@@](CCC1)(O)C)F)O)F (3R)-1-(7-(8-ethyl-7-fluoro-3-hydroxynaphthalen-1-yl)-6,8-difluoro-2-(((2R,7aS)-2-fluorohexahydro-1H-pyrrolizin-7a-yl)methoxy)quinazolin-4-yl)-3-methylpiperidin-3-ol